5-Amino-1H-1,2,4-triazole-3-carboxylic acid ethyl ester C(C)OC(=O)C1=NNC(=N1)N